C(C)OC(C(=O)NCC(=O)C1=C(C=CC(=C1)C#N)F)=O 2-((2-(5-Cyano-2-fluorophenyl)-2-oxoethyl)amino)-2-oxoacetic acid ethyl ester